NC#CCCC1=CC=C(C=C1)C1=N[C@H](C=2N(C3=C1C(=C(S3)C)C)C(=NN2)C)CC(=O)OC(C)(C)C tert-butyl (S)-2-(4-(4-(4-aminobut-3-yn-1-yl)phenyl)-2,3,9-trimethyl-6H-thieno[3,2-f][1,2,4]triazolo[4,3-a][1,4]diazepin-6-yl)acetate